CC(C)(C(CCCC)O)C 2,2-dimethyl-3-heptanol